N-((3-chloro-2,4-difluorophenyl)(6-(2,2,2-trifluoroethoxy)pyridin-3-yl)methyl)-2-methylpropane-2-sulfinamide ClC=1C(=C(C=CC1F)C(NS(=O)C(C)(C)C)C=1C=NC(=CC1)OCC(F)(F)F)F